C(#N)C1=CC(=NC=C1)N1CC2(CCC2)C2=C1N=CN=C2N2C[C@H](N(C[C@@H]2C)C(=O)OCC(F)(F)F)C 2,2,2-trifluoroethyl (2R,5S)-4-[7-(4-cyano-2-pyridinyl)spiro[6H-pyrrolo[2,3-d]pyrimidine-5,1'-cyclobutane]-4-yl]-2,5-dimethylpiperazine-1-carboxylate